4-(6-(pyridin-2-yl)-2-(4-(m-tolyl)-1H-pyrazol-1-yl)furo[3,2-d]pyrimidin-4-yl)morpholin-3-one N1=C(C=CC=C1)C1=CC=2N=C(N=C(C2O1)N1C(COCC1)=O)N1N=CC(=C1)C=1C=C(C=CC1)C